5-fluoro-2-hydrazinylpyrimidine FC=1C=NC(=NC1)NN